COC1=CC=C(C=C1)C=1N(C(=NN1)SC(C(=O)C1=CC=CC=C1)C)C 2-((5-(4-methoxyphenyl)-4-methyl-4H-1,2,4-triazol-3-yl)thio)-1-phenylpropan-1-one